1-[[4-(4-pyridyl)phenyl]methyl]indoline-2,3-dione N1=CC=C(C=C1)C1=CC=C(C=C1)CN1C(C(C2=CC=CC=C12)=O)=O